behenyl-α-chloroacrylate C(CCCCCCCCCCCCCCCCCCCCC)OC(C(=C)Cl)=O